BrC=1C=2C(C(=NC1)NCC1=CC=C(C=C1)OC)=[N+](ON2)[O-] 7-Bromo-4-((4-methoxybenzyl)amino)-[1,2,5]oxadiazolo[3,4-c]pyridin-3-oxide